tert-butyl 4-[[4-[1-(2,6-dioxo-3-piperidyl)-6-fluoro-3-methyl-2-oxo-benzimidazol-5-yl]-3,3-difluoro-1-piperidyl]methyl]piperidine-1-carboxylate O=C1NC(CCC1N1C(N(C2=C1C=C(C(=C2)C2C(CN(CC2)CC2CCN(CC2)C(=O)OC(C)(C)C)(F)F)F)C)=O)=O